Cl.N1=CN=C(C2=C1NC=C2)N2CCSC(=C2)C(=O)N2C[C@@H](CC2)N (R)-(4-(7H-pyrrolo[2,3-d]pyrimidin-4-yl)-3,4-dihydro-2H-1,4-thiazin-6-yl)(3-aminopyrrolidin-1-yl)methanone hydrochloride